4-triazoleacrylamide N1N=NC(=C1)C=CC(=O)N